COCCN(C=1N=C(C2=C(N1)C(=NC(=N2)N(CCOC)CCOC)N2CCN(CC2)C2=NN(C=N2)C)NCC=2C=C(C#N)C=CC2)CCOC 3-(((2,6-bis(bis(2-methoxyethyl)amino)-8-(4-(1-methyl-1H-1,2,4-triazol-3-yl)piperazin-1-yl)pyrimido[5,4-d]pyrimidin-4-yl)amino)methyl)benzonitrile